3-hydroxy-3,7-dimethyl-1,6-octadiene acetate C(C)(=O)O.OC(C=C)(CCC=C(C)C)C